C(C)OC(=O)C1=NC2=CC=CC=C2N=C1NC1=CC(=CC=C1)Cl 2-ethoxycarbonyl-3-(3-chloroanilino)quinoxaline